C(C)(O)(O)O orthoacetic acid